4,4-bis(dimethylsilyl)phenylethene C[SiH](C1(CC=C(C=C1)C=C)[SiH](C)C)C